6-((S)-2-((1-((1r,4S)-4-Aminocyclohexyl)-2-methylpropan-2-yl)amino)-1-hydroxyethyl)picolinonitrile trihydrochloride Cl.Cl.Cl.NC1CCC(CC1)CC(C)(C)NC[C@H](O)C1=CC=CC(=N1)C#N